[4-(6-Amino-pyridazin-3-yl)-piperidin-1-yl]-[5-(4-difluoromethyl-phenyl)-4-methoxy-pyridin-2-yl]-methanone NC1=CC=C(N=N1)C1CCN(CC1)C(=O)C1=NC=C(C(=C1)OC)C1=CC=C(C=C1)C(F)F